CC1(OCOCC1)C 4,4-dimethyl-1,3-dioxane